N(C)CC(=O)OC(CCCCCCCCCCC)=O.[Na] Natrium Lauroyl Sarcosinat